(S)-5-methyl-N-(3-(1-((7-methyl-5H-pyrrolo[2,3-b]pyrazin-2-yl)amino)ethyl)phenyl)nicotinamide CC=1C=NC=C(C(=O)NC2=CC(=CC=C2)[C@H](C)NC=2N=C3C(=NC2)NC=C3C)C1